N1=CC(=CC=C1)NC(=O)C=1C2=CNN=C2C=CC1 N-(3-pyridinyl)-2H-indazole-4-carboxamide